4-(1,5-dimethyl-1H-imidazol-4-yl)-N-(1-(methylsulfonyl)piperidin-4-yl)-5-(trifluoromethyl)pyrimidin-2-amine CN1C=NC(=C1C)C1=NC(=NC=C1C(F)(F)F)NC1CCN(CC1)S(=O)(=O)C